C(NC(=O)C=1N=NC(=CC1NC1=NC=CC=C1SC)NC=1N=NC=CC1)([2H])([2H])[2H] N-(methyl-d3)-4-((3-(methylthio)pyridin-2-yl)amino)-6-(pyridazin-3-ylamino)pyridazine-3-carboxamide